tert-butyl 2-(6-(bicyclo[1.1.1]pentan-1-yl)pyridin-3-yl)-2,3,4,5a,6,7,8,9-octahydro-5H-1,2,5,7-tetraazabenzo[cd]azulene-5-carboxylate C12(CC(C1)C2)C2=CC=C(C=N2)N2N=C1CCNCC3C1=C2CCN3C(=O)OC(C)(C)C